2-(2-iodoethoxy)-1,1,1-trifluoroethane ICCOCC(F)(F)F